N-(3-chloro-4-fluorophenyl)-7-(2-((1-(2,2-dioxido-2-thia-6-azaspiro[3.3]heptane-6-carbonyl)-3,3-difluorocyclobutyl)amino)-2-oxoacetyl)-6-methyl-2,3-dihydro-1H-pyrrolizine-5-carboxamide ClC=1C=C(C=CC1F)NC(=O)C=1N2CCCC2=C(C1C)C(C(=O)NC1(CC(C1)(F)F)C(=O)N1CC2(CS(C2)(=O)=O)C1)=O